1-dodecanoyl-2-(11Z-eicosenoyl)-glycero-3-phosphoserine CCCCCCCCCCCC(=O)OC[C@H](COP(=O)(O)OC[C@@H](C(=O)O)N)OC(=O)CCCCCCCCC/C=C\CCCCCCCC